calcium magnesium salt phosphorus [P].[Mg].[Ca]